1-(5-(2-fluorophenyl)-1-((3-(pyridin-3-yl)phenyl)sulfonyl)-1H-pyrrol-3-yl)-N-methyl-methylamine trifluoroacetate salt FC(C(=O)O)(F)F.FC1=C(C=CC=C1)C1=CC(=CN1S(=O)(=O)C1=CC(=CC=C1)C=1C=NC=CC1)CNC